2-amino-4-(2-methylphenyl)-5-methylthiazole NC=1SC(=C(N1)C1=C(C=CC=C1)C)C